methylphenyl-5-chlorobenzotriazole CC=1C(=C(C2=C(NN=N2)C1)C1=CC=CC=C1)Cl